C1=CC=CC=2S(C3=C(C21)C=CC=C3)=S dibenzothiophene sulfide